N6,N6-diethyl-N2-((6-(2-(methanesulfonyl)pyrimidin-5-yl)hexan-5-ynoyl)-L-valinyl)-L-lysine C(C)N(CCCC[C@H](NC([C@@H](NC(CCCC#CC=1C=NC(=NC1)S(=O)(=O)C)=O)C(C)C)=O)C(=O)O)CC